3-hydroxy-1-(3-chloro-2-pyridinyl)-5-cyanopyrazole OC1=NN(C(=C1)C#N)C1=NC=CC=C1Cl